3-bromo-N-((4-(1-isopropyl-4-(trifluoromethyl)-1H-imidazol-2-yl)bicyclo[2.2.2]octan-1-yl)methyl)-1H-1,2,4-triazol-5-amine BrC1=NNC(=N1)NCC12CCC(CC1)(CC2)C=2N(C=C(N2)C(F)(F)F)C(C)C